2-chloro-N4-[[3-(imidazol-1-ylmethyl)phenyl]methyl]quinoline-3,4-diamine ClC1=NC2=CC=CC=C2C(=C1N)NCC1=CC(=CC=C1)CN1C=NC=C1